3-(2,6-Difluoro-3,5-dimethoxyphenyl)-1-(1-methyl-1H-pyrazol-4-yl)-8-(morpholinomethyl)-1,3,4,7-tetrahydro-2H-pyrrolo[3',2':5,6]pyrido[4,3-d]pyrimidine-2-thione FC1=C(C(=C(C=C1OC)OC)F)N1C(N(C2=C(C1)C=NC1=C2C=C(N1)CN1CCOCC1)C=1C=NN(C1)C)=S